COC1=C(C(=O)O)C=CC(=C1)S(N)(=O)=O 2-Methoxy-4-sulfamoylbenzoic acid